ClC1=CC=C2C(=CNC2=C1)S(=O)(=O)NC1=CC=C(C=C1)Cl 6-chloro-N-(4-chlorophenyl)-1H-indole-3-sulfonamide